1-(6-((4-(1-(4-((9-cyclopentyl-8-(phenylamino)-9H-purin-2-yl)amino)phenyl)piperidin-4-yl)piperazin-1-yl)methyl)pyridin-3-yl)dihydropyrimidine-2,4(1H,3H)-dione C1(CCCC1)N1C2=NC(=NC=C2N=C1NC1=CC=CC=C1)NC1=CC=C(C=C1)N1CCC(CC1)N1CCN(CC1)CC1=CC=C(C=N1)N1C(NC(CC1)=O)=O